C(C)N1C(=O)NC=2N=CNC2C1=O 1-ethylxanthine